N-(2-dimethylamino-ethyl)-3-[6-(2-methoxyphenyl)imidazo[1,2-b]pyridazin-3-yl]benzamide CN(CCNC(C1=CC(=CC=C1)C1=CN=C2N1N=C(C=C2)C2=C(C=CC=C2)OC)=O)C